2-oxo-oxazolidine-4-carboxamide O=C1OCC(N1)C(=O)N